4-oxo-(E)-2-octenal O=C(/C=C/C=O)CCCC